C(C=C)(=O)OCCC(=O)O.[Zr] zirconium 2-carboxyethyl acrylate